3,5-di-tert-butyl-3-hydroxybenzaldehyde C(C)(C)(C)C1(CC(C=O)=CC(=C1)C(C)(C)C)O